C/C=C/1\\[C@@H](C(=CO[C@H]1O[C@H]2[C@@H]([C@H]([C@@H]([C@H](O2)CO)O)O)O)C(=O)OC)CC(=O)OCCC3=CC=C(C=C3)O The molecule is a secoiridoid glycoside that is the methyl ester of 3,4-dihydro-2H-pyran-5-carboxylic acid which is substituted at positions 2, 3, and 4 by hydroxy, ethylidene, and carboxymethyl groups, respectively and in which the anomeric hydroxy group at position 2 has been converted into its beta-D-glucoside and the carboxylic acid moiety of the carboxymethyl substituent has been converted to the corresponding 4-hydroxyphenethyl ester (the 2S,3E,4S stereoisomer). An important phenolic compound present in olive cultivars. It has a role as a plant metabolite and an antineoplastic agent. It is a secoiridoid glycoside, a methyl ester, a diester, a member of pyrans, a member of phenols and a beta-D-glucoside.